8-bromo-N5-(2,4-dimethoxybenzyl)-3-ethyl-N2-(tetrahydro-2H-pyran-4-yl)pyrido[3,4-B]pyrazine-2,5-diamine BrC1=CN=C(C2=NC(=C(N=C21)NC2CCOCC2)CC)NCC2=C(C=C(C=C2)OC)OC